BrC1=CC=C(C=C1)C(=O)C1CCCCC1 (4-bromophenyl)(cyclohexyl)methanone